tert-butyl 1-((6-cyclopropyl-8-(hydroxymethyl)imidazo[1,2-a]pyridin-2-yl)methyl)-1H-1,2,3-triazole-4-carboxylate C1(CC1)C=1C=C(C=2N(C1)C=C(N2)CN2N=NC(=C2)C(=O)OC(C)(C)C)CO